OC\C(=C/CNC1=C2N=CN(C2=NC=N1)[C@H]1[C@H](O)[C@H](O)[C@H](O1)CO)\C 6-((Z)-4-hydroxy-3-methylbut-2-enylamino)-9-β-D-ribofuranosylpurine